FC1=CC(=CC2=C1N=C(S2)C2CCNCC2)C2=NC=1N(C=C2)N=C(C1)C 5-[4-fluoro-2-(piperidin-4-yl)-1,3-benzothiazol-6-yl]-2-methylpyrazolo[1,5-a]pyrimidine